BrC=1C2=CC=C(N2)C(=C2C=CC(C(=C3C=CC(=C(C=4C=CC1N4)C4=CC=CC=C4)N3)C3=CC=CC=C3)=N2)C2=CC=CC=C2 5-bromo-10,15,20-triphenylporphyrin